2-cyano-2-methyl-propionamide C(#N)C(C(=O)N)(C)C